BrC=1C=C(C(=NC1)\C=C(\C(=O)OCC)/CC)[N+](=O)[O-] ethyl (E)-2-((5-bromo-3-nitropyridin-2-yl)methylene)butanoate